2-((4aS)-9-(2,6-dioxopiperidin-3-yl)-8-oxo-1,2,4a,5,9,10-hexahydro-8H-pyrazino[1',2':4,5][1,4]oxazino[2,3-f]isoindol-3(4H)-yl)acetic acid O=C1NC(CCC1N1CC2=CC3=C(C=C2C1=O)OC[C@H]1N3CCN(C1)CC(=O)O)=O